Cl.C(C)(C)NO N-isopropylhydroxylamine hydrochloride